2-(trifluoromethyl)pyridine 1-oxide formate C(=O)O.FC(C1=[N+](C=CC=C1)[O-])(F)F